CC1=C(C(CC1)=O)N1CCCC1 3-methyl-2-(1-pyrrolidinyl)-2-cyclopentene-1-one